6-(2-hydroxy-prop-2-yl)-2-(1-methyl-1H-imidazol-5-yl)-N-(6-(trifluoromethyl)pyridin-3-yl)pyrimidine-4-carboxamide OC(C)(C)C1=CC(=NC(=N1)C1=CN=CN1C)C(=O)NC=1C=NC(=CC1)C(F)(F)F